5-Amino-2-bromo-4-fluorobenzonitrile NC=1C(=CC(=C(C#N)C1)Br)F